N-(2,6-difluorophenyl)-4-ethyl-2-methylsulfanyl-pyrimidine-5-carboxamide FC1=C(C(=CC=C1)F)NC(=O)C=1C(=NC(=NC1)SC)CC